(R)-8-cyclopentyl-7-ethyl-2-{{5-methoxy-1-[2-(piperidin-1-yl)acetyl]indol-6-yl}amino}-5-methyl-7,8-dihydropterin C1(CCCC1)N1C(CN(C=2C(N[C@](NC12)(N)NC1=C(C=C2C=CN(C2=C1)C(CN1CCCCC1)=O)OC)=O)C)CC